CN(CCCCC=C(CCCCCCCC\C=C/C\C=C/CCCCC)CCCCCCCC\C=C/C\C=C/CCCCC)C (15z,18z)-N,N-dimethyl-6-((9z,12z)-octadeca-9,12-dien-1-yl)tetracosan-5,15,18-trien-1-amine